C[C@@H]1O[C@@H](CN(C1)CC1=C(C=C(C(=O)NC2=CC(=CC=C2)[C@H](C)NC=2C=NC=3C(N2)=NN(C3)CC)C=C1)C)C 4-(((2S,6R)-2,6-dimethylmorpholino)methyl)-N-(3-((S)-1-((2-ethyl-2H-pyrazolo[3,4-b]pyrazin-6-yl)amino)ethyl)phenyl)-3-methylbenzamide